C(C)OC(=O)C=1C(NC(N(C1)C=1C=NN(C1)C)=O)=O (1-methyl-1H-pyrazol-4-yl)-2,4-dioxo-1,2,3,4-tetrahydropyrimidine-5-carboxylic acid ethyl ester